n-methyl-alpha-phenylnitrone C[N+](=CC1=CC=CC=C1)[O-]